Cl.NC12CCC(CC1)(C2)C(C)(C)O 2-(4-aminobicyclo[2.2.1]heptan-1-yl)propan-2-ol hydrochloride salt